CC(C)C1=C(C(=CC=C1)C(C)C)N1C(N(C=C1)C1=C(C=CC=C1C(C)C)C(C)C)[Pd]([N+]1=CC(=CC=C1)Cl)(Cl)Cl [1,3-Bis[2,6-bis(propan-2-yl)phenyl]-2,3-dihydro-1H-imidazol-2-yl]dichloro(3-chloropyridin-1-ium-1-yl)palladium